tert-butyl ((1H-pyrazol-3-yl)methyl)(3-hydroxypropyl)carbamate N1N=C(C=C1)CN(C(OC(C)(C)C)=O)CCCO